N-(4-((1H-1,2,4-triazol-1-yl)methyl)phenyl)-[2,4'-bithiazole]-2'-amine N1(N=CN=C1)CC1=CC=C(C=C1)NC=1SC=C(N1)C=1SC=CN1